OC(CC)S(=O)(=O)[O-].[Na+] sodium hydroxy-propanesulfonate